N1=C(N=CC=C1)COC=1C(=C(C=C(C1)C1=C(C=CC(=C1)C)S(=O)(=O)[O-])C1=C(C=CC(=C1)C)S(=O)(=O)[O-])C(=O)N1CCCC1 5-(pyrimidin-2-ylmethoxy)-4-(pyrrolidine-1-carbonyl)-1,3-phenylenedi(4-methylbenzenesulfonate)